CS(=O)(=O)OC(C(F)(F)F)(C)C1=C(C=C(C(=C1)C)Br)C [1-(4-bromo-2,5-dimethyl-phenyl)-2,2,2-trifluoro-1-methyl-ethyl] methanesulfonate